ClCC=1SC(=NN1)C1=CC(=C(C=C1)[N+](=O)[O-])OC 2-(chloromethyl)-5-(3-methoxy-4-nitrophenyl)-1,3,4-thiadiazole